3-Isocyanatopropyl-methyl-dimethoxysilane 8-Oxo-2'-deoxyguanosine-5'-Triphosphate P(O)(=O)(OP(=O)(O)OP(=O)(O)O)OC[C@@H]1[C@H](C[C@@H](O1)N1C(N=C2C(=O)N=C(N)N=C12)=O)O.N(=C=O)CCC[Si](OC)(OC)C